dimethyl-iso-propanol CCC(C)(O)C